N-[(3R)-1-(1-isopropyl-5-nitro-indazol-4-yl)pyrrolidin-3-yl]carbamic acid tert-butyl ester C(C)(C)(C)OC(N[C@H]1CN(CC1)C1=C2C=NN(C2=CC=C1[N+](=O)[O-])C(C)C)=O